N1CCC(CC1)N1N=CC(=C1)C1C(NC(CC1)=O)=O 3-(1-(piperidin-4-yl)-1H-pyrazol-4-yl)piperidine-2,6-dione